(S)-3-hydroxypropane-1,2-diyl-dipelargonate OC[C@@H](CCCCCCCCCC(=O)[O-])CCCCCCCCC(=O)[O-]